2-(4-fluorophenyl)-5-amino-4-hydroxy-3(2H)-furanone FC1=CC=C(C=C1)C1OC(=C(C1=O)O)N